BrC=1C=C2C=NC(N(C2=CC1)CC1=CC(=CC=C1)Cl)N1CCN(CC1)CCN(C)C 6-bromo-N-(3-chlorobenzyl)-2-(4-(2-(dimethylamino)ethyl)piperazin-1-yl)quinazolin